methoxyphenyl 3,6-di-O-benzyl-2-deoxy-2-phthalimido-β-D-glucopyranoside C(C1=CC=CC=C1)O[C@@H]1[C@H]([C@H](OC2=C(C=CC=C2)OC)O[C@@H]([C@H]1O)COCC1=CC=CC=C1)N1C(C=2C(C1=O)=CC=CC2)=O